8-(5-(5-fluoro-2-methylpyridin-4-yl)-1H-pyrazole-3-carbonyl)-N-((3R,6S)-6-(trifluoromethyl)tetrahydro-2H-pyran-3-yl)-8-azabicyclo[3.2.1]octane-3-carboxamide FC=1C(=CC(=NC1)C)C1=CC(=NN1)C(=O)N1C2CC(CC1CC2)C(=O)N[C@H]2CO[C@@H](CC2)C(F)(F)F